[2-(dichloroethylsilyl)ethyl]methylsilane ClC(C[SiH2]CC[SiH2]C)Cl